4-fluoro-N-(5-(4-phenoxy-7H-pyrrolo[2,3-d]pyrimidin-7-yl)pentyl)benzamide FC1=CC=C(C(=O)NCCCCCN2C=CC3=C2N=CN=C3OC3=CC=CC=C3)C=C1